thiopheneformamidine chloride salt [Cl-].S1C(=CC=C1)C(=N)N